octadec-9,12-dien-1-yl 6-aminocaproate NCCCCCC(=O)OCCCCCCCCC=CCC=CCCCCC